tert-butyl 3-(3-bromopropoxy)-5-((2-(2-((tert-butoxycarbonyl)amino)ethoxy)ethyl)amino)benzoate BrCCCOC=1C=C(C(=O)OC(C)(C)C)C=C(C1)NCCOCCNC(=O)OC(C)(C)C